bis[2-(4-benzoylbenzyldimethylamino)ethyl]-4-benzoylbenzylmethylammonium C(C1=CC=CC=C1)(=O)C1=CC=C(CCN(CC[N+](C)(CC2=CC=C(C=C2)C(C2=CC=CC=C2)=O)CCN(C)CCC2=CC=C(C=C2)C(C2=CC=CC=C2)=O)C)C=C1